C(C)(C)(C)OC(=O)NC(C(=O)[O-])CC12CC(C1)(C2)I 2-(tert-butoxycarbonylamino)-3-(3-iodo-1-bicyclo[1.1.1]pentanyl)propanoate